C(C)(C)(C)P(C1=CC=C(C=C1)C)C(C)(C)C di-(tert-butyl)(4-methylphenyl)phosphine